2-hydroxy-2,3-dimethylbutanamide OC(C(=O)N)(C(C)C)C